C(CCC)C=1C=C2C(=CC=NC2=CC1)C1=CC=CC=C1 6-butyl-4-phenylquinolin